1-(1,4-dioxan-2-yl)-N-methylmethanamine hydrochloride Cl.O1C(COCC1)CNC